CN1N=CC(=C1)C=1C=CC=2N(C1)N=CC2N2CCN(CC2)C(=O)OCC2=C(C=CC=C2)C(N)=O 2-carbamoylbenzyl 4-[6-(1-methyl-1H-pyrazol-4-yl)pyrazolo[1,5-a]pyridin-3-yl]piperazine-1-carboxylate